COC(=O)C=1C(C=C2N(C(CC=3C=C(C(=NC23)Cl)OCCCOC)(C)C(C)C)C1)=O 2-chloro-6-isopropyl-3-(3-methoxypropoxy)-6-methyl-10-oxo-5,10-dihydro-6H-pyrido[1,2-H][1,7]Naphthyridine-9-carboxylic acid methyl ester